(4-((4-amino-2-butyl-1H-imidazo[4,5-d]thieno[3,2-b]pyridin-1-yl)methyl)benzyl)-L-threonine NC1=C2C(=C3C(=N1)C=CS3)N(C(=N2)CCCC)CC2=CC=C(CN[C@@H]([C@H](O)C)C(=O)O)C=C2